(4-Chloro-1-methyl-1H-pyrazol-3-yl)-{4-[2-(4-fluoro-phenyl)-2-methyl-propyl]-piperazin-1-yl}-methanone ClC=1C(=NN(C1)C)C(=O)N1CCN(CC1)CC(C)(C)C1=CC=C(C=C1)F